Aluminium silicon copper [Cu].[Si].[Al]